2-(methoxymethoxy)malononitrile COCOC(C#N)C#N